C(=C/CC)/C1CCC(CC1)OC[C@H]1[C@H](CCC2=CC=C(C(N12)=O)C)NS(=O)(=O)C |r| rac-N-{(3S,4R)-4-[([(1s,4S)-4-[(1Z)-but-1-en-1-yl]cyclohexyl]oxy)methyl]-7-methyl-6-oxo-1,3,4,6-tetrahydro-2H-quinolizin-3-yl}methanesulfonamide